C1(CC1)OC1=CC=C2C(=CC=C(C2=C1)CCNC(C)=O)F N-(2-(7-cyclopropoxy-4-fluoronaphthalen-1-yl)ethyl)acetamide